C(C)(C)(C)OC(=O)NC(C(=O)O)(C)C 2-((tert-butoxycarbonyl)amino)-2-methyl-propionic acid